5-amino-2,3-dihydrobenzo[d]isoxazol-3-one NC=1C=CC2=C(C(NO2)=O)C1